FC1(CC(C1)(O)CC(=O)N[C@@H](CCC)C1=CC(=CC=C1)OC(F)F)F (S)-2-(3,3-difluoro-1-hydroxycyclobutyl)-N-(1-(3-(difluoromethoxy)phenyl)butyl)acetamide